N-(5-cyclopropyl-1H-pyrazol-3-yl)-2-(1-(5-methylthiazol-2-yl)-1H-pyrazol-4-yl)acetamide C1(CC1)C1=CC(=NN1)NC(CC=1C=NN(C1)C=1SC(=CN1)C)=O